C(C)OC1=C(C=C(C=N1)C1=NC(=C(C(=C1)N(C)CC1(CCCCC1)COC)N)N)C(F)(F)F 6'-Ethoxy-N4-{[1-(methoxymethyl)cyclohexyl]methyl}-N4-methyl-5'-(trifluoromethyl)[2,3'-bipyridine]-4,5,6-triamine